2,3-diaminobicyclo[2.2.1]Heptane NC1C2CCC(C1N)C2